C12CN(CC(CC1)N2)C=2C(=C(C=C(C2)C#N)NC2=NC=1N(C(=N2)NC2CC2)N=CC1C#N)Cl 2-((3-(3,8-diazabicyclo[3.2.1]octan-3-yl)-2-chloro-5-cyanophenyl)amino)-4-(cyclopropylamino)pyrazolo[1,5-a][1,3,5]triazine-8-carbonitrile